12-ethyl-8-(tetrahydro-2H-pyran-4-yl)-4-oxa-8,12-diazadispiro[2.1.5.3]tridecan-13-one C(C)N1CC2(OC3(CC3)C1=O)CCN(CC2)C2CCOCC2